triguanidine borate B(O)(O)O.NC(=N)N.NC(=N)N.NC(=N)N